ClC=1C(=NC=NC1Cl)C1=CC(=C(C=O)C=C1)OC 4-(5,6-dichloropyrimidin-4-yl)-2-methoxybenzaldehyde